4-[2,6-Dioxo-4-(trifluoromethyl)-3,6-dihydropyrimidin-1(2H)-yl]-2-(2-methylphenoxy)-5-(trifluoromethoxy)benzonitrile O=C1N(C(C=C(N1)C(F)(F)F)=O)C1=CC(=C(C#N)C=C1OC(F)(F)F)OC1=C(C=CC=C1)C